FC1=C(C=C(C=C1)C=1C=C2C(=NC1)NC(N2C[C@@H](CC)O)=O)C |r| (R/S)-6-(4-fluoro-3-methyl-phenyl)-1-(2-hydroxybutyl)-3H-imidazo[4,5-b]pyridin-2-one